bis[(3-ethyl-3-oxetanylmethoxy) methyl-phenyl] ether C(C)C1(COC1)COCC1=C(C=CC=C1)OC1=C(C=CC=C1)COCC1(COC1)CC